[N+](=O)([O-])N1N=C(C(=C1)[N+](=O)[O-])[N+](=O)[O-] 1,3,4-trinitropyrazole